(1S,4R)-2-(2-ethoxy-2-oxoethyl)-7-azabicyclo[2.2.1]heptane-7-carboxylic acid tert-butyl ester C(C)(C)(C)OC(=O)N1[C@@H]2C(C[C@H]1CC2)CC(=O)OCC